((((1S,2S)-2-((tert-butyldimethylsilyl)oxy)cyclopentyl)oxy)methyl)pyrimidin [Si](C)(C)(C(C)(C)C)O[C@@H]1[C@H](CCC1)OCC1=NC=CC=N1